C(C1=CC=CC=C1)N1N=C(N=C1)C(=O)N[C@@H]1C(N(C2=C(OC1)C=CC(=C2)CN2CC=1N(CC2)N=CN1)C)=O (S)-1-benzyl-N-(7-((5,6-dihydro-[1,2,4]triazolo[1,5-a]pyrazin-7(8H)-yl)methyl)-5-methyl-4-oxo-2,3,4,5-tetrahydrobenzo[b][1,4]oxazepin-3-yl)-1H-1,2,4-triazole-3-carboxamide